C(C)(C)(C)C1=CC=C2C(NS(C3=CC=CC(NC(CC[C@H]4CC(N(C2=N1)C4)(C)C)C(=O)OC)=N3)(=O)=O)=O methyl (14S)-8-tert-butyl-12,12-dimethyl-2,2,4-trioxo-2λ6-thia-3,9,11,18,23-pentaazatetracyclo[17.3.1.111,14.05,10]tetracosa-1(22),5,7,9,19(23),20-hexaene-17-carboxylate